C1(CC1)C#CC=1N=NC=C(C1C(=O)O)OC1=CC(=CC=C1)C1CC1 3-(2-cyclopropylethynyl)-5-(3-cyclopropylphenoxy)pyridazine-4-carboxylic acid